1-Nonyl-2-propylpyridinium triflat [O-]S(=O)(=O)C(F)(F)F.C(CCCCCCCC)[N+]1=C(C=CC=C1)CCC